4-ethoxy-7-fluoroquinoline-2-carboxylic acid C(C)OC1=CC(=NC2=CC(=CC=C12)F)C(=O)O